COC1N(C=CC2=CC=CC=C12)C methoxy-2-methylisoquinolin